C1(=CC=CC=C1)N(C=1C=C(C=CC1)NC1=CC=CC=C1)C1=CC=CC=C1 N',N1,N3-triphenylbenzene-1,3-diamine